C1(CCCCC1)C[C@@H](C(=O)NC(CC1C(NC2(C1)CCOCC2)=O)C(C(=O)NC2CC2)=O)NC(=O)C=2NC1=CC=CC(=C1C2)OC N-((2S)-3-Cyclohexyl-1-((4-(cyclopropylamino)-3,4-dioxo-1-(2-oxo-8-oxa-1-azaspiro[4.5]decan-3-yl)butan-2-yl)amino)-1-oxopropan-2-yl)-4-methoxy-1H-indole-2-carboxamide